[3-(2-Methylphenoxy)propyl]-6-(1-methylpyrazol-4-yl)pyrimidine-2,4-diamine CC1=C(OCCCC=2C(=NC(=NC2C=2C=NN(C2)C)N)N)C=CC=C1